4'-(4-chlorophenyl)-1,1':2',1''-terphenyl ClC1=CC=C(C=C1)C=1C=C(C(=CC1)C1=CC=CC=C1)C1=CC=CC=C1